FC1=C2C=C(NC2=CC=C1OC1=NC=NC2=CC(=C(C=C12)OC)OCC1CC(C1)N(C)C)C 3-(((4-((4-fluoro-2-methyl-1H-indol-5-yl)oxy)-6-methoxyquinazolin-7-yl)oxy)methyl)-N,N-dimethylcyclobutylamine